[(Z)-non-2-enyl] 8-[3-[2-[2-[2-[2-[(1-methylpiperidine-4-carbonyl)amino]ethoxy]ethoxy]ethoxy] ethoxy]-2-[8-[(Z)-non-2-enoxy]-8-oxo-octoxy]propoxy]octanoate CN1CCC(CC1)C(=O)NCCOCCOCCOCCOCC(COCCCCCCCC(=O)OC\C=C/CCCCCC)OCCCCCCCC(=O)OC\C=C/CCCCCC